P(=O)(O)(O)O.FC=1C=C(C=CC1C=1C=NC(=CC1)C=1N=NN(N1)CC)N1C(O[C@@H](C1)C(F)O)=O (S)-3-(3-fluoro-4-(6-(2-ethyl-2H-tetrazol-5-yl)pyridin-3-yl)phenyl)-5-(hydroxyfluoromethyl)oxazolidin-2-one phosphate